2-methoxy-N-(2-aminoethyl)-1-aza-2-silacyclopentane CO[SiH]1N(CCC1)CCN